N-[1-[2-[(2R)-3-(3,4-Dihydro-1H-isochinolin-2-yl)-2-hydroxy-propyl]-1-oxo-3,4-dihydroisochinolin-6-yl]-4-piperidyl]-N-methyl-acetamid C1N(CCC2=CC=CC=C12)C[C@H](CN1C(C2=CC=C(C=C2CC1)N1CCC(CC1)N(C(C)=O)C)=O)O